N-(4-((S*)-2-(3-fluoro-4-methoxyphenyl)propyl)-6-(((R)-1-hydroxy-4-methylpentan-2-yl)amino)-1,3,5-triazin-2-yl)methanesulfonamide FC=1C=C(C=CC1OC)[C@H](CC1=NC(=NC(=N1)N[C@@H](CO)CC(C)C)NS(=O)(=O)C)C |o1:9|